5-[(3,4-Dimethoxyphenoxy)methyl]-1,3,4-oxadiazole-2(3H)-thione COC=1C=C(OCC2=NNC(O2)=S)C=CC1OC